C1=CC=C2C=CC=C3C2=C1C=1C2CCC(C13)C2 Acenaphthonorbornene